1,4,7-octatriene C=CCC=CCC=C